dodecyl-trimethyl-ammonium hypobromite Br[O-].C(CCCCCCCCCCC)[N+](C)(C)C